(E)-3,3-dimethyl-1-(6-oxo-6-(anilino)hexyl)indol CC1(CN(C2=CC=CC=C12)CCCCCC(NC1=CC=CC=C1)=O)C